FC1=CC(=C(C(=C1)C(C)C)NC(=O)N=[S@@](=O)(N)C1=CC=C(C=C1)C(C)(C)O)C(C)C (S)-N'-(4-fluoro-2,6-diisopropylphenylcarbamoyl)-4-(2-hydroxypropan-2-yl)benzenesulfonimidamide